4-chloro-6-(6-chloropyridin-2-yl)-N-(oxetan-3-yl)-1,3,5-triazin-2-amine ClC1=NC(=NC(=N1)C1=NC(=CC=C1)Cl)NC1COC1